2-methoxyethyl N-(2,6-difluoro-4-pyridyl)-N-[4-[(2,2-dimethylcyclobutyl)carbamoyl]-5-methyl-thiazol-2-yl]carbamate FC1=NC(=CC(=C1)N(C(OCCOC)=O)C=1SC(=C(N1)C(NC1C(CC1)(C)C)=O)C)F